C(CCCCCCCC)(=O)[O-].[Mn+2].C(CCCCCCCC)(=O)[O-] manganese (nonanoate)